C(C=1N=NN(N1)CC1=CC=C(C=C1)C=C)C=1N=NN(N1)CC1=CC=C(C=C1)C=C 5,5'-methylenebis[2-(4-vinylbenzyl)-2H-tetrazole]